[4-[[4-(2-hydroxypropan-2-yl)benzyl]amino]-4-methyl-pyrimido[4',5':4,5]thieno[2,3-c]pyridazin-3-yl]methyl acetate C(C)(=O)OCC1C(C2=C(N=N1)SC1=C2N=CN=C1)(C)NCC1=CC=C(C=C1)C(C)(C)O